Cis-N-(1-(2-(difluoromethyl)-2-methylcyclopropyl)-2-oxo-1,2-dihydropyridin-3-yl)-7-isopropoxy-2-(1-methyl-2-oxabicyclo[2.1.1]hexan-4-yl)imidazo[1,2-a]pyrimidine-6-carboxamide FC(C1(C(C1)N1C(C(=CC=C1)NC(=O)C=1C(=NC=2N(C1)C=C(N2)[C@@]21CO[C@@](C2)(C1)C)OC(C)C)=O)C)F